FC(C1=CC=C(C(=O)ON=C(CC2=CC=CC=C2)C2=CC=CC=C2)C=C1)(F)F 1,2-diphenylethan-1-one-O-(4-(trifluoromethyl)benzoyl) oxime